C(C)C(C(=O)O)(CCCCC)C α-ethyl-α-methyl-enanthic acid